ClC=1C=C2C(=CC1Cl)NC([C@]21CN(CC1)C(=O)[C@H]1COCC1)=O (S)-5,6-dichloro-1'-((R)-tetrahydrofuran-3-carbonyl)Spiro[indoline-3,3'-pyrrolidin]-2-one